4-(4-bromobutylthio)-1-oxoisoindole BrCCCCSC1=C2C=NC(C2=CC=C1)=O